6-methylheptane-4,5-dien-2-one CC(=C=CCC(C)=O)C